FC(COS(=O)(=O)C1=CC=C(C=C1)C)CO 4-methylbenzenesulfonic acid 2-fluoro-3-hydroxypropyl ester